2-fluoro-4-(4-((5-fluoro-2-methyl-3-oxo-3,4-dihydroquinolin-6-yl)methyl)piperazin-1-yl)-N-methylbenzamide FC1=C(C(=O)NC)C=CC(=C1)N1CCN(CC1)CC=1C(=C2CC(C(=NC2=CC1)C)=O)F